2-(chloromethyl)-4-methoxy-4,5-dihydro-oxazole-4-carboxylic acid methyl ester COC(=O)C1(N=C(OC1)CCl)OC